2-(2,6-dimethyl-4-((2-oxo-3-(4-(trifluoromethyl)phenyl)-2,3-dihydro-1H-imidazol-1-yl)methyl)phenoxy)-2-methylpropanoic acid ethyl ester C(C)OC(C(C)(C)OC1=C(C=C(C=C1C)CN1C(N(C=C1)C1=CC=C(C=C1)C(F)(F)F)=O)C)=O